zinc aluminum Copper [Cu].[Al].[Zn]